2-(4-(4-aminoimidazo[1,5-a]quinoxalin-7-yl)-1-methyl-1H-pyrazol-5-yl)-3-fluoro-1-naphthalonitrile NC=1C=2N(C3=CC=C(C=C3N1)C=1C=NN(C1C1=C(C3=CC=CC=C3C=C1F)C#N)C)C=NC2